4-((7-(5-chloro-6-oxo-1-(tetrahydro-2H-pyran-2-yl)-1,6-dihydropyridazin-4-yl)-5,6,7,8-tetrahydropyrido[3,4-d]pyrimidin-4-yl)thio)-3-(trifluoromethyl)benzonitrile ClC1=C(C=NN(C1=O)C1OCCCC1)N1CC=2N=CN=C(C2CC1)SC1=C(C=C(C#N)C=C1)C(F)(F)F